[4-[2-[[(1R)-1-[2-(4,4-dimethyl-1-piperidyl)-3,6-dimethyl-4-oxo-chromen-8-yl]ethyl]amino]phenyl]-2-fluoro-phenyl]boronic acid CC1(CCN(CC1)C=1OC2=C(C=C(C=C2C(C1C)=O)C)[C@@H](C)NC1=C(C=CC=C1)C1=CC(=C(C=C1)B(O)O)F)C